ClC=1C=C2C(=NC1OC)C=C(N2)C(=O)O 6-chloro-5-methoxy-1H-pyrrolo[3,2-b]pyridine-2-carboxylic acid